chloro(p-isopropyltoluene) ruthenium (II) [Ru+2].ClCC1=CC=C(C=C1)C(C)C